FC(OC1=NC=CC(=C1)CNC(=O)NC1[C@H]2CC(C[C@@H]1CC2)(F)F)F |r| 1-[[2-(difluoromethoxy)pyridin-4-yl]methyl]-3-[rac-(1R,5S)-3,3-difluoro-8-bicyclo[3.2.1]octan-yl]urea